ClC=1C=C(CN=C=O)C=CC1Cl 3,4-dichlorobenzyl isocyanate